(3-ethynylphenyl)methylamine hydrochloride Cl.C(#C)C=1C=C(C=CC1)CN